C[C@H]1NC[C@@H](NC1)C=1C=CC2=C(N=CS2)C1 5-[(2S,5R)-5-methylpiperazin-2-yl]-1,3-benzothiazole